CN(C(=O)[C@H]1NC(OC1)=O)C1=CC=C2C=NN(C2=C1)C1OCCCC1 (4S)-N-methyl-2-oxo-N-(1-(tetrahydro-2H-pyran-2-yl)-1H-indazol-6-yl)oxazolidine-4-carboxamide